3-((8-methoxy-2-(1-(2-methoxyethyl)-1H-pyrazol-4-yl)-2,3-dihydrobenzo[b][1,4]dioxin-6-yl)methyl)-3H-imidazo[4,5-b]pyridine COC1=CC(=CC2=C1OC(CO2)C=2C=NN(C2)CCOC)CN2C=NC=1C2=NC=CC1